C(C)(C)(C)OC(=O)N1C[C@H]([C@@H](CC1)N1N=C2C(=C1)C=C(S2)C2=CC1=CN(N=C1C(=C2)F)C)O.C(CCC)[Si](OCCOCC)(OCCOCC)CCCC di-butyl-bis-(2-ethoxyethoxy)silane tert-butyl-(3R,4R)-4-[5-(7-fluoro-2-methylindazol-5-yl)thieno[2,3-c]pyrazol-2-yl]-3-hydroxypiperidine-1-carboxylate